OCCOC1=C(C=C(C=C1C)C1=NC2=CC(=CC=C2C(N1)=O)OC)C 2-(4-(2-hydroxyethoxy)-3,5-dimethylphenyl)-7-methoxyquinazolin-4(3H)-one